BrC1=NN=C(C=2CCCCC12)N bromo-5,6,7,8-tetrahydrophthalazin-1-amine